C1(CC1)C(=O)NC1=NC=C(C(=O)NC([2H])([2H])[2H])C(=C1)NC1=CC=CC=2C3=C(CN(C12)C([2H])([2H])[2H])N=CC=N3 6-(cyclopropanecarboxamido)-N-(methyl-d3)-4-((6-(methyl-d3)-5,6-dihydropyrazino[2,3-c]quinolin-7-yl)amino)nicotinamide